N-(3-(INDOLIN-1-YL)CYCLOHEXYL)-4-(TRIFLUOROMETHYL)BENZENESULFONAMIDE N1(CCC2=CC=CC=C12)C1CC(CCC1)NS(=O)(=O)C1=CC=C(C=C1)C(F)(F)F